BrCC1=NC=C(C(=O)OC)C=C1OC methyl 6-(bromomethyl)-5-methoxynicotinate